CC=1C=NC=CC1CC(=O)NC(C(=O)O)CCN(CCCCC1=NC=2NCCCC2C=C1)CCOC1=CC=CC=C1 2-[[2-(3-methyl-4-pyridyl)acetyl]amino]-4-[2-phenoxyethyl-[4-(5,6,7,8-tetrahydro-1,8-naphthyridin-2-yl)butyl]amino]butanoic acid